FC1=CC(=C(C(=O)OC)C=C1)NS(=O)(=O)C1=CC=C(C=C1)C Methyl 4-fluoro-2-((4-methylphenyl)sulfonamido)benzoate